ClC=1C=C(OC=2C=CC(=NC2)NC(=O)C2=CN(C(C=C2)=O)CC)C=CC1F N-[5-(3-chloro-4-fluorophenoxy)pyridin-2-yl]-1-ethyl-6-oxo-1,6-dihydropyridine-3-carboxamide